(S)-2-(3-(3-isopropylpiperazin-1-yl)-1,2,4-triazin-6-yl)-5-(2H-1,2,3-triazol-2-yl)pyridin-3-ol C(C)(C)[C@H]1CN(CCN1)C=1N=NC(=CN1)C1=NC=C(C=C1O)N1N=CC=N1